3-(1,2-dimethylcyclopropyl)-5-fluorobenzoic acid CC1(C(C1)C)C=1C=C(C(=O)O)C=C(C1)F